BrC=1C=C(C(=NC1)C#CC1=C(N=NC(=C1)C(C(F)(F)F)(F)F)NC)SCC 4-{2-[5-bromo-3-(ethylsulfanyl)pyridin-2-yl]ethynyl}-N-methyl-6-(1,1,2,2,2-pentafluoroethyl)pyridazin-3-amine